(3R,4R,5R)-2-(4-aminopyrrolo[2,1-f][1,2,4]triazine-7-yl)-3,4-bis(benzyloxy)-5-((benzyloxy)methyl)tetrahydrofuran-2-ol NC1=NC=NN2C1=CC=C2C2(O[C@@H]([C@H]([C@H]2OCC2=CC=CC=C2)OCC2=CC=CC=C2)COCC2=CC=CC=C2)O